CS(=O)(=O)CCN1N=CC(=C1)C1=C2C(=NC=C1)N(C(N2)=O)C2=CC=C(C=C2)C(F)(F)F 7-{1-[2-(methylsulfonyl)ethyl]pyrazol-4-yl}-3-[4-(trifluoromethyl)phenyl]-2,3-dihydro-1H-imidazo[4,5-b]pyridin-2-one